N-(4-(((5-hydroxy-2,2-dimethyl-2H-chromen-6-yl)methylene)amino)phenyl)octane-1-sulfonamide OC1=C2C=CC(OC2=CC=C1C=NC1=CC=C(C=C1)NS(=O)(=O)CCCCCCCC)(C)C